3-myristylthiopropionate C(CCCCCCCCCCCCC)CCC(=S)[O-]